C1=CC=CC=2C=CC3=[N+](C12)C1=C(O3)C=CC=C1 benzoxazolo[3,2-a]quinolinium